4-ethyloctanoic acid C(C)C(CCC(=O)O)CCCC